[C@H]12CN(C[C@H](CC1)N2)C=2C1=C(N=C(N2)OCC23CCCN3CCC2)C(=C(N=C1)C1=CC=CC2=CC=C(C(=C12)C#C)F)F 4-((1R,5S)-3,8-diazabicyclo[3.2.1]octan-3-yl)-7-(8-ethynyl-7-fluoronaphthalen-1-yl)-8-fluoro-2-((tetrahydro-1H-pyrrolizin-7a(5H)-yl)methoxy)pyrido[4,3-d]pyrimidine